OCCN(CC(C)O)CCO 1-[Bis(2-hydroxyethyl)amino]-2-propanol